1,1-dimethylethyl [{1-({3,4-difluoro-2-[(2-fluoro-4-iodophenyl)amino]phenyl}carbonyl)-3-fluoroazetidin-3-yl}methyl]ethylcarbamate FC=1C(=C(C=CC1F)C(=O)N1CC(C1)(F)CN(C(OC(C)(C)C)=O)CC)NC1=C(C=C(C=C1)I)F